ClC(=CF)Cl 1-monochlorofluoromonovinyl chloride